OC1=C(C=CC=C1)O.[K] potassium dihydroxybenzene